5-[(1R)-1-(3,5-dichloro-4-pyridyl)ethoxy]-3-[5-methyl-6-(2-methylsulfonyl-2,6-diazaspiro[3.3]heptan-6-yl)-3-pyridyl]-1H-indazole ClC=1C=NC=C(C1[C@@H](C)OC=1C=C2C(=NNC2=CC1)C=1C=NC(=C(C1)C)N1CC2(CN(C2)S(=O)(=O)C)C1)Cl